COC=1C=2NC(CCSCCNC(C=3C=CC=C(C=4C=CC(=CC1)C2C4)N3)=O)=O 17-methoxy-11-thia-8,15,25-triazatetracyclo[14.6.2.12,6.020,24]pentacosa-1(23),2,4,6(25),16(24),17,19,21-octaene-7,14-dione